(dibenzylamino)-1-methyl-1-azaspiro[4.5]decan-2-one C(C1=CC=CC=C1)N(CC1=CC=CC=C1)C1C(N(C2(C1)CCCCC2)C)=O